methyldimethoxy(1-phenylethenoxy)silane C[Si](OC(=C)C1=CC=CC=C1)(OC)OC